C(=C)OC(O)=O.C#C.C#C diacetylene vinyl-carbonate